(3R*,4R*)-1-Cyclohexyl-4-{[5-(2,4-difluoro-phenyl)-isoxazole-3-carbonyl]-amino}-piperidine-3-carboxylic acid (1-(pyrimidin-4-yl)-ethyl)-amide N1=CN=C(C=C1)C(C)NC(=O)[C@@H]1CN(CC[C@H]1NC(=O)C1=NOC(=C1)C1=C(C=C(C=C1)F)F)C1CCCCC1 |o1:11,16|